tert-butyl (S)-2-((((9H-fluoren-9-yl)methoxy)carbonyl)amino)-6-bromo-5-oxohexanoate C1=CC=CC=2C3=CC=CC=C3C(C12)COC(=O)N[C@H](C(=O)OC(C)(C)C)CCC(CBr)=O